2,3-butandiol CC(C(C)O)O